NC=1N=C(N2C1[C@@H](NC(C2)=O)C2=C(C=CC(=C2)F)Cl)C(=O)OCC ethyl (S)-1-amino-8-(2-chloro-5-fluorophenyl)-6-oxo-5,6,7,8-tetrahydroimidazo[1,5-a]pyrazine-3-carboxylate